CC1(C2=CC=CC=C2C=2C=CC(=CC12)Br)C 9,9-dimethyl-2-bromofluorene